CN1C(C(=CC(=C1)B1OC(C(O1)(C)C)(C)C)C)=O 1,3-dimethyl-5-(4,4,5,5-Tetramethyl-1,3,2-dioxaborol-2-yl)pyridin-2(1H)-one